5-ethoxy-3-methyl-1-phenylpyrazole C(C)OC1=CC(=NN1C1=CC=CC=C1)C